ClC1=CC(=C(OCC=2C=NC=C(C#N)C2)C=C1OCC1=C(C(=CC=C1)B1OC(C(O1)(C)C)(C)C)C)C=O 5-((4-Chloro-2-formyl-5-((2-methyl-3-(4,4,5,5-tetramethyl-1,3,2-dioxaborolan-2-yl)-benzyl)oxy)phenoxy)methyl)nicotinonitrile